NC1CCC(CC1)[C@H](C)O (S)-1-((1r,4S)-4-aminocyclohexyl)ethan-ol